3-[4-(1,4-dioxa-8-azaspiro[4.5]decan-8-yl)-3-methyl-2-oxo-benzimidazol-1-yl]piperidine-2,6-dione O1CCOC12CCN(CC2)C2=CC=CC=1N(C(N(C12)C)=O)C1C(NC(CC1)=O)=O